ClC1=C(C=C(C=C1)CN)CN1CCCC1 (4-chloro-3-(pyrrolidin-1-ylmethyl)phenyl)methylamine